F[C@H]1C[C@H](N2N=C(N=C21)S(=O)(=O)[C@@H](C)F)C2=CC=CC=C2 (5S,7S)-7-fluoro-5-phenyl-2-[(1S)-1-fluoroethyl]sulfonyl-6,7-dihydro-5H-pyrrolo[1,2-b][1,2,4]triazole